FC1(CCN(CC1)CCCNC(=O)C1=CC2=C(N3C(S2)=NC(=C3)C=3C=C(C=CC3)C)C=C1)F N-(3-(4,4-difluoropiperidin-1-yl)propyl)-2-(m-tolyl)benzo[d]imidazo[2,1-b]thiazole-7-carboxamide